C(#N)C=1C=CC=C2NC[C@@H](NC12)[C@@H](C1=CC=CC=C1)NC[C@H](C)C1=CC=C(C=C1)CC(=O)O 2-[4-[(1R)-2-[[(R)-[(2R)-8-cyano-1,2,3,4-tetrahydroquinoxalin-2-yl]-phenyl-methyl]amino]-1-methyl-ethyl]phenyl]acetic acid